bis-aminofluorene NC1=C(C=2CC3=CC=CC=C3C2C=C1)N